5-((R)-2-(2,5-difluorophenyl)pyrrolidin-1-yl)-3-(1-(piperidin-3-yl)-1H-1,2,3-triazol-4-yl)pyrazolo(1,5-a)pyrimidine FC1=C(C=C(C=C1)F)[C@@H]1N(CCC1)C1=NC=2N(C=C1)N=CC2C=2N=NN(C2)C2CNCCC2